(R)-N-acetoxy-5-(1-amino-2-methoxyethyl)thiophene-3-carboximidamide C(C)(=O)ONC(=N)C1=CSC(=C1)[C@@H](COC)N